methyl (R)-2-(1-allyl-6-(1-(2-(3-bromophenyl)acetamido)ethyl)-1H-pyrrolo[2,3-b]pyridin-2-yl)-7-methoxy-1-methyl-1H-benzo[d]imidazole-5-carboxylate C(C=C)N1C(=CC=2C1=NC(=CC2)[C@@H](C)NC(CC2=CC(=CC=C2)Br)=O)C2=NC1=C(N2C)C(=CC(=C1)C(=O)OC)OC